isopropyl acetate (1-Methylethyl acetate) CC(C)CC(=O)O.C(C)(=O)OC(C)C